C(C)(C)C=1C=NN2C1N=C(C=C2NC2CCN(CC2)C(=O)OCC2(CN(C2)C(\C=C\CN(C)C)=O)F)C(F)(F)F (E)-(1-(4-(dimethylamino)but-2-enoyl)-3-fluoroazetidin-3-yl)methyl 4-((3-isopropyl-5-(trifluoromethyl)pyrazolo[1,5-a]pyrimidin-7-yl)amino)piperidine-1-carboxylate